[Si](C)(C)(C(C)(C)C)OC=1C=C(C=CC1)C1=CNC(=C2N1C(C(=N2)CC=2OC=CC2)=O)CC2=CC(=CC=C2)C (3-((tert-Butyldimethylsilyl)oxy)phenyl)-2-(furan-2-ylmethyl)-8-(3-methylbenzyl)imidazo[1,2-a]pyrazin-3(7H)-one